9-methyl-4-(1-methyl-1H-imidazol-5-yl)-3,4,7,15-tetraazatricyclo[12.3.1.02,6]Octadec-1(18),2,5,14,16-pentaen-8-one CC1C(NC2=CN(N=C2C=2C=CN=C(CCCC1)C2)C2=CN=CN2C)=O